1,3-didecyloxybenzene C(CCCCCCCCC)OC1=CC(=CC=C1)OCCCCCCCCCC